(R)-8-chloro-6-(1'-(3,3,3-trifluoro-2-hydroxy-2-phenylpropanoyl)-4,4'-bipiperidin-1-yl)isoquinolin-1(2H)-one ClC=1C=C(C=C2C=CNC(C12)=O)N1CCC(CC1)C1CCN(CC1)C([C@@](C(F)(F)F)(C1=CC=CC=C1)O)=O